3-(3-Fluoro-bicyclo[1.1.1]pent-1-yl)-1-(2-methoxypyrimidin-5-yl)-1-((5-(trifluoromethyl)-1H-pyrazol-3-yl)methyl)urea FC12CC(C1)(C2)NC(N(CC2=NNC(=C2)C(F)(F)F)C=2C=NC(=NC2)OC)=O